CS(=O)CC1=CC=C(O1)C(=O)OC methyl 5-(methylsulfinylmethyl)furan-2-carboxylate